C(C)OC(C(=NO)C#N)=O cyano(oximino)acetic acid ethyl ester